ClC=1C=C(C=CC1C(F)(F)F)NC(=O)C1[C@@H]2CC[C@H]1\C(\C1=NC(NC=C12)=O)=N/O (5S,8R,E)-N-(3-chloro-4-(trifluoromethyl)phenyl)-9-(oximino)-2-oxo-3,5,6,7,8,9-hexahydro-2H-5,8-methano-cyclohepta[d]pyrimidine-10-carboxamide